N-[[4-(4-amino-1-cyclopentyl-pyrazolo[3,4-D]pyrimidin-3-yl)phenyl]methyl]-2-methoxy-5-methyl-benzamide NC1=C2C(=NC=N1)N(N=C2C2=CC=C(C=C2)CNC(C2=C(C=CC(=C2)C)OC)=O)C2CCCC2